1-methoxy-2-(1-methyl-2-methylenecyclopentyl)-benzene COC1=C(C=CC=C1)C1(C(CCC1)=C)C